N-benzyl-azole C(C1=CC=CC=C1)N1C=CC=C1